sodium [5-[[(2S)-2-[[(2S)-2-(9H-fluoren-9-ylmethoxycarbonylamino)-3-methyl-butanoyl]amino]-5-ureido-pentanoyl]amino]-2-(hydroxymethyl)phenyl] methanesulfonate CS(=O)(=O)OC1=C(C=CC(=C1)NC([C@H](CCCNC(=O)N)NC([C@H](C(C)C)NC(=O)OCC1C2=CC=CC=C2C=2C=CC=CC12)=O)=O)CO.[Na]